6-Bromo-1-(cyclopropylmethyl)-2-iodo-1H-indole Sodium hydride [H-].[Na+].BrC1=CC=C2C=C(N(C2=C1)CC1CC1)I